COC(OC)[SiH2]CCCN 3-(dimethoxymethyl-silyl)propylamine